(E)-4-ethoxy-1,1,1-trifluorobutan C(C)OCCCC(F)(F)F